FC(C)(F)C=1C=C(C=CC1)NC(=O)C1C(=NN(C1=O)C1=CC(=C(C=C1)OC(F)F)C=1C=NC=CC1)C N-(3-(1,1-difluoroethyl)phenyl)-1-(4-(difluoromethoxy)-3-(pyridin-3-yl)phenyl)-3-methyl-5-oxo-4,5-dihydro-1H-pyrazole-4-carboxamide